3-acetyl-7-(2-methacryloyloxyethoxy)Coumarin C(C)(=O)C=1C(OC2=CC(=CC=C2C1)OCCOC(C(=C)C)=O)=O